4,4'-bis(4-aminophenoxy)biphenol NC1=CC=C(OC=2C=C(C(=CC2)O)C=2C(=CC=C(C2)OC2=CC=C(C=C2)N)O)C=C1